FN[C@@H](CC1=CNC2=CC=CC=C12)C(=O)O monofluorotryptophan